N1N=C(N=C1)CCCCCCCCCCCC1=NNC=N1 3,3'-undecamethylenebis(1,2,4-triazole)